7-[3-[[2-fluoro-4-(trifluoromethyl)phenyl]methoxy]azetidine-1-carbonyl]-1,5,6,8-tetrahydro-1,7-naphthyridin-2-one FC1=C(C=CC(=C1)C(F)(F)F)COC1CN(C1)C(=O)N1CCC=2C=CC(NC2C1)=O